C(C)(C)(C)OC(=O)N1CC(C(C1)C1=C(C2=C(NC(=N2)[C@H](C2CCC(CC2)C)NC(=O)C=2C(=NOC2)CC)C=C1)F)C(N(C)C)=O 3-(dimethylcarbamoyl)-4-(2-{(S)-[(3-ethylisoxazole-4-carbonyl)amino](4-methylcyclohexyl)methyl}-4-fluoro-1H-benzoimidazol-5-yl)pyrrolidine-1-carboxylic acid tert-butyl ester